1-Bromo-3-(bromomethyl)-5-methoxybenzene BrC1=CC(=CC(=C1)OC)CBr